α-Methyl-L-serine C[C@](N)(CO)C(=O)O